BrC=1C(=C(C(=CC1)OC(N(CC)CC)=O)C=1CCN(CC1)C(=O)OC(C)(C)C)Cl tert-butyl 4-[3-bromo-2-chloro-6-[(diethylcarbamoyl)oxy]phenyl]-1,2,3,6-tetrahydropyridine-1-carboxylate